tert-butyl 7-(5-(5-(trifluoromethyl)-1,2,4-oxadiazol-3-yl)pyridin-2-yl)-2,7-diazaspiro[3.5]nonane-2-carboxylate FC(C1=NC(=NO1)C=1C=CC(=NC1)N1CCC2(CN(C2)C(=O)OC(C)(C)C)CC1)(F)F